C1(=CC=CC=2C(=CC=CC12)S(=O)(=O)[O-])S(=O)(=O)[O-].[NH4+].[NH4+] ammonium 1,5-naphthalenedisulfonate salt